CC/C=C\\C/C=C\\C/C=C\\C/C=C\\C/C=C\\C/C=C\\CCCCCCCCCCCCCCC(=O)SCCNC(=O)CCNC(=O)[C@@H](C(C)(C)COP(=O)([O-])OP(=O)([O-])OC[C@@H]1[C@H]([C@H]([C@@H](O1)N2C=NC3=C(N=CN=C32)N)O)OP(=O)([O-])[O-])O The molecule is an acyl-CoA(4-) arising from deprotonation of the phosphate and diphosphate functions of (16Z,19Z,22Z,25Z,28Z,31Z)-tetratriacontahexaenoyl-CoA. It is a polyunsaturated fatty acyl-CoA(4-) and a very long-chain acyl-CoA(4-). It is a conjugate base of a (16Z,19Z,22Z,25Z,28Z,31Z)-tetratriacontahexaenoyl-CoA.